C[C@@H]1N(CC=2N(C1)N=CC2N2S(CCC2C)(=O)=O)C(=O)NC2=CC(=C(C(=C2)F)F)F (6S)-6-methyl-3-(3-methyl-1,1-dioxo-1,2-thiazolidin-2-yl)-N-(3,4,5-trifluorophenyl)-6,7-dihydro-4H-pyrazolo[1,5-a]pyrazine-5-carboxamide